ClC1=C(C=CC=C1)C=NC=1C=NC=C(C1)F 1-(2-chlorophenyl)-N-(5-fluoropyridin-3-yl)methanimine